C(CCCCCCCCCCC)OCCO monoEthylene glycol monododecyl ether